C1(CCCC1)S(=O)(=O)NC=1C=C(C=CC1)CC[C@@H](CCOC1=C(C=CC=C1)CCC(=O)O)O 3-[2-[(3S)-5-[3-(Cyclopentylsulfonylamino)phenyl]-3-hydroxypentoxy]phenyl]propanoic Acid